(R)-3-methoxy-N,N-dimethyl-2-((2-oxo-4-(o-tolyl)-2H-chromen-7-yl)oxy)propenamide COC=C(C(=O)N(C)C)OC1=CC=C2C(=CC(OC2=C1)=O)C1=C(C=CC=C1)C